3-(3-methyl-1-(3-chlorobenzoyl)indolin-3-yl)propionitrile CC1(CN(C2=CC=CC=C12)C(C1=CC(=CC=C1)Cl)=O)CCC#N